F[C@H]1CN(CC[C@H]1NC1=C2C=C(N(C2=CC=C1)CC(F)(F)F)C#CCNC1=C(C=C(C=C1)S(=O)(=O)C)OC)C(COC)=O 1-[(3S,4R)-3-fluoro-4-[(2-{3-[(4-methanesulfonyl-2-methoxyphenyl)amino]prop-1-yn-1-yl}-1-(2,2,2-trifluoroethyl)-1H-indol-4-yl)amino]piperidin-1-yl]-2-methoxyethan-1-one